C(C)(=O)SC[C@H](C)NC(=O)OC(C)(C)C S-[(2S)-2-(tert-Butoxycarbonylamino) propyl] thioacetate